[Sn].C(C)NCC (diethylamine) tin